ClC=1C=CC=C2[C@H](CCOC12)NC(=O)NC=1N=C(SC1)C=1C=NC(=CC1)C#N 1-[(4S)-8-chlorochroman-4-yl]-3-[2-(6-cyano-3-pyridyl)thiazol-4-yl]urea